(2S,4r)-N-[3-(cyclopropylsulfonylamino)propyl]-1-[(2S)-2-(4-cyclopropyltriazol-1-yl)-3,3-dimethyl-butyryl]-4-hydroxy-pyrrolidine-2-carboxamide C1(CC1)S(=O)(=O)NCCCNC(=O)[C@H]1N(C[C@@H](C1)O)C([C@H](C(C)(C)C)N1N=NC(=C1)C1CC1)=O